(S)-N-(2,6-Dimethyl-4-(7-((1,1,1-trifluoropropan-2-yl)oxy)-1,3,4,5-tetrahydro-2H-benzo[c]azepine-2-yl)phenyl)-3,3-dimethylbutanamide CC1=C(C(=CC(=C1)N1CC2=C(CCC1)C=C(C=C2)O[C@H](C(F)(F)F)C)C)NC(CC(C)(C)C)=O